N-((1H-pyrrolo[3,2-c]pyridin-2-yl)methyl)-2-(6-(3-(1-hydroxyethyl)phenyl)-2-oxo-3-(phenethylamino)pyrazin-1(2H)-yl)acetamide N1C(=CC=2C=NC=CC21)CNC(CN2C(C(=NC=C2C2=CC(=CC=C2)C(C)O)NCCC2=CC=CC=C2)=O)=O